tetramethyl ((5-(4-(bromomethyl)-2,6-bis(2-(diethoxyphosphoryl)ethyl)phenoxy)-1,3-phenylene)bis(ethane-2,1-diyl))bis(phosphonate) BrCC1=CC(=C(OC=2C=C(C=C(C2)CCP(OC)(OC)=O)CCP(OC)(OC)=O)C(=C1)CCP(=O)(OCC)OCC)CCP(=O)(OCC)OCC